1-(1-Chloro-1-fluoro-2-iodoethoxy)perfluorohexane ClC(CI)(OC(C(C(C(C(C(F)(F)F)(F)F)(F)F)(F)F)(F)F)(F)F)F